COC1=CC(=NC=C1C(=O)[O-])C 4-methoxy-6-methylnicotinate